N-(6-((5-(but-2-ynoyl)-5,6-dihydropyrrolo[3,4-c]pyrazol-2(4H)-yl)methyl)-4-methoxybenzo[d]isoxazol-3-yl)-5-ethyl-2-methoxybenzenesulfonamide C(C#CC)(=O)N1CC2=NN(C=C2C1)CC1=CC2=C(C(=NO2)NS(=O)(=O)C2=C(C=CC(=C2)CC)OC)C(=C1)OC